ethyl 2-(2-((7-(2-((tert-butoxycarbonylamino)methyl)pyridin-4-yl)-4-fluorobenzofuran-5-yl)methoxy)-4-methoxyphenyl)acetate C(C)(C)(C)OC(=O)NCC1=NC=CC(=C1)C1=CC(=C(C=2C=COC21)F)COC2=C(C=CC(=C2)OC)CC(=O)OCC